BrC=1C(=C(C=CC1)NC(C=NO)=O)OC N-(3-bromo-2-methoxyphenyl)-2-(hydroxyimino)acetamide